dibenzyl disulfide sulfur [S].C(C1=CC=CC=C1)SSCC1=CC=CC=C1